CN1N=CC(=C1)NC1=CC(C1=O)=O 4-((1-methyl-1H-pyrazol-4-yl)amino)cyclobut-3-ene-1,2-dione